tert-butyl 3-[[6-[2-[3-(trifluoromethoxy) anilino]pyrimidin-5-yl]pyrazin-2-yl]amino]azetidine-1-carboxylate FC(OC=1C=C(NC2=NC=C(C=N2)C2=CN=CC(=N2)NC2CN(C2)C(=O)OC(C)(C)C)C=CC1)(F)F